FC(C1CCN(CC1)C1=CN=CC(=N1)C(=O)O)(F)F 6-(4-(trifluoromethyl)piperidin-1-yl)pyrazine-2-carboxylic acid